COC1=CC=C(C=C1)C=1C=C2C(=C(C(N(C2=NC1)CCN1CCOCC1)=O)C(=O)O)C 6-(4-methoxyphenyl)-4-methyl-1-(2-morpholinoethyl)-2-oxo-1,2-dihydro-1,8-naphthyridine-3-carboxylic acid